C([C@H](COP(=O)(O)OCC(CO)O)O)O SN-glycero-3-Phosphoglycerol